[Hf].CC1=C(C(=C(C1(CC1(C(=CC=2C1=CC=1CCCCC1C2)C)CC(C)C)C)C)C)C Pentamethylcyclopentadienyl-dimethyl-(1-isobutyl-5,6,7,8-tetrahydro-1H-cyclopenta[b]naphthalene) hafnium